3-((1-(3-chloro-5-fluorobenzyl)-1H-indol-3-yl)methylene)-5-fluoroindolin-2-one ClC=1C=C(CN2C=C(C3=CC=CC=C23)C=C2C(NC3=CC=C(C=C23)F)=O)C=C(C1)F